(R)-N-(3-Hydroxy-4-(4-(2-methoxyphenyl)piperazin-1-yl)butyl)-2-methyl-2,6-dihydropyrrolo[3,4-c]pyrazole-5(4H)-carboxamide O[C@H](CCNC(=O)N1CC2=NN(C=C2C1)C)CN1CCN(CC1)C1=C(C=CC=C1)OC